FC1=C(C=CC=C1)C1=C(N=C2C(NC(N(C2=N1)C1=C(C=CC=C1)C(C)C)=O)=O)OC 7-(2-Fluorophenyl)-1-(2-isopropylphenyl)-6-methoxypteridine-2,4(1H,3H)-dione